3-(trifluoromethyl)phenyl-1,2-dihydropyridine-3-carboxamide FC(C=1C=C(C=CC1)N1CC(=CC=C1)C(=O)N)(F)F